7-(3-METHYLBUTYL)-2H-1,5-BENZODIOXEPIN-3(4H)-ONE CC(CCC1=CC2=C(OCC(CO2)=O)C=C1)C